FC1(CCN(CC1)C1=NC=CC(=N1)N1N=NC(=C1)C1=C(C=C(C=C1)NS(=O)(=O)CCN([C@@H](C(C)C)C(=O)O)C(=O)OC(C)(C)C)N1CCC2(CC2)CC1)F 2-(N-(4-(1-(2-(4,4-difluoropiperidin-1-yl)pyrimidin-4-yl)-1H-1,2,3-triazol-4-yl)-3-(6-azaspiro[2.5]octan-6-yl)phenyl)sulfamoyl)ethyl(tert-butyloxycarbonyl)-L-valine